FC1=CC=C(C=C1)S(=O)(=O)C=1C=C(C=C(C1)N1CCOCC1)C=1C=NC(=NC1)N 5-(3-((4-fluorophenyl)sulfonyl)-5-morpholinophenyl)pyrimidin-2-amine